CC1=NC(=C(C=C1)C(F)(F)F)N1N=CC=N1 2-methyl-6-(2H-1,2,3-triazol-2-yl)-5-(trifluoromethyl)pyridin